pentaerythritol di-methacrylate C(C(=C)C)(=O)OCC(COC(C(=C)C)=O)(CO)CO